4-(hydroxymethyl)-1-(pyridin-2-yl)cyclohexan-1-ol OCC1CCC(CC1)(O)C1=NC=CC=C1